C(OC[C@H]1O[C@]([C@H]2[C@@H]1OC(O2)(C)C)(C2=CC=C1C(=NC=NN12)\N=C/N(C)C)C#N)(OC1CCCCCCC1)=O [(3aR,4R,6R,6aR)-4-cyano-4-[4-[(Z)-dimethylaminomethyleneamino]pyrrolo[2,1-f][1,2,4]triazin-7-yl]-2,2-dimethyl-6,6a-dihydro-3aH-furo[3,4-d][1,3]dioxol-6-yl]methyl cyclooctyl carbonate